CN(CCC(=O)OCC1=C(C=CC(=C1)OCCCCCCCC\C=C/C\C=C/CCCCC)OCCCCCCCC\C=C/C\C=C/CCCCC)C 2,5-bis((9Z,12Z)-octadeca-9,12-dien-1-yloxy)benzyl 3-(dimethylamino)propanoate